(bromomethyl)-6-chloro-4-(trifluoromethyl)pyridine BrCC1=NC(=CC(=C1)C(F)(F)F)Cl